C(C)N1C=[N+](C=C1)CCO 1-ethyl-3-(2-hydroxyethyl)imidazolium